ClC1=C(C=C(C(=C1)S(N[C@H](C)C1CCNCC1)(=O)=O)Cl)NC(C1=C(C=CC=C1)C)=O (R)-N-(2,5-dichloro-4-(N-(1-(piperidin-4-yl)ethyl)sulfamoyl)phenyl)-2-methylbenzamide